ClC1=NC=C2NC(N(C2=N1)C1CC[Si](CC1)(C)C)=O 2-Chloro-9-(1,1-dimethylsilinan-4-yl)-7,9-dihydro-8H-purin-8-one